N-(3-(5-bromo-1H-pyrrolo[2,3-b]pyridine-3-carbonyl)-2,4-difluorophenyl)-2-methylpropane-1-sulfonamide BrC=1C=C2C(=NC1)NC=C2C(=O)C=2C(=C(C=CC2F)NS(=O)(=O)CC(C)C)F